IC1=C(C=NC=C1)N(C)C 4-iodo-N,N-dimethylpyridin-3-amine